COC(C1=CC=C(C=C1)C(F)(F)F)=O 4-(trifluoromethyl)-benzoic acid methyl ester